[I-].C12(CC3CC(CC(C1)C3)C2)[NH3+] adamantyl-ammonium iodide